FC1=C(CN2C(N(C(C3=CC=C(C=C23)C(=O)NCC2=C(C=C(C=C2F)F)F)C)C)=O)C(=CC=C1F)OC 1-(2,3-difluoro-6-methoxybenzyl)-3,4-dimethyl-2-oxo-N-(2,4,6-trifluorobenzyl)-1,2,3,4-tetrahydro-quinazoline-7-carboxamide